NC1=NN2C(C(N1)=O)=C(N=C2C2CCCC2)I 2-amino-7-cyclopentyl-5-iodoimidazo[5,1-f][1,2,4]Triazine-4(3H)-one